5-isopropyl-3,8-dimethylazulen-1-yl-(4-aminophenyl)sulfane C(C)(C)C1=CC2=C(C=C(C2=C(C=C1)C)SC1=CC=C(C=C1)N)C